C(=O)(O)C(C[C@H](N)C(=O)O)C(=O)O γ-carboxyl-L-glutamic acid